phenyliodosobenzene diacetate C(C)(=O)O.C(C)(=O)O.C1(=CC=CC=C1)C1=C(C=CC=C1)I=O